C(C)(C)OC1=C(C=CC=C1)C=[Ru] (2-iso-propoxyphenylmethylene)ruthenium